6-(methylsulfinyl)quinoline CS(=O)C=1C=C2C=CC=NC2=CC1